N-[1-(chloromethyl)propyl]acetylchloramine ClCC(CC)CC(=O)NCl